N1(CCC1)C(=O)N1[C@H]([C@H](C(C1)(F)F)NS(=O)(=O)C)CC=1C(=C(C=CC1)C1=CC(=CC=C1)F)F N-{(2S,3R)-1-(azetidine-1-carbonyl)-2-[(2,3'-difluoro[1,1'-biphenyl]-3-yl)methyl]-4,4-difluoropyrrolidin-3-yl}methanesulfonamide